(R)-1-(2-(4'-Fluoro-2'-(4-methyl-4H-1,2,4-triazol-3-yl)-[1,1'-biphenyl]-3-yl)-7-methoxybenzo[d]oxazol-5-yl)-N-((tetrahydrofuran-2-yl)methyl)methanamine FC1=CC(=C(C=C1)C1=CC(=CC=C1)C=1OC2=C(N1)C=C(C=C2OC)CNC[C@@H]2OCCC2)C2=NN=CN2C